7,8,9,10-tetrahydro-benzo[b]naphtho[2,3-d]thiophene C1=CC=CC=2SC3=C(C21)C=C2CCCCC2=C3